COC1=C(C=CC=C1)N1C=CC2=CC(=CC=C12)C(=O)O 1-(2-methoxyphenyl)-1H-indole-5-carboxylic acid